C(C)(C)OC=1C=2N(C=C(N1)C(=O)O)C=CN2.SCCC2=C(C(=CC(=C2)CCS)CCS)CCS 1,2,3,5-tetrakis(mercaptoethyl)benzene 8-isopropoxyimidazo[1,2-a]pyrazine-6-carboxylate